NC(CCC)C 4-aminopentane